N[C@@H]1[C@@H](OCC12CCN(CC2)C=2N=CC(=NC2)SC=2C(=C(C=CC2)NC(=O)NS(=O)(=O)N2CCCCC2)Cl)C N-((3-((5-((3S,4S)-4-amino-3-methyl-2-oxa-8-azaspiro[4.5]decan-8-yl)pyrazin-2-yl)thio)-2-chlorophenyl)carbamoyl)piperidine-1-sulfonamide